C1(=CC=CC=C1)S(=O)(=O)C=1C=C(SC1)S(=O)(=O)NC=1C=C(C=CC1)B(O)O 3-(4-benzenesulfonylthiophene-2-sulfonylamino)-phenylboronic acid